C1(CC1)C(N1CCN(CC1)CC1=CN=C2C=C(C(NC2=C1)=O)CC)=N 7-((4-(Cyclopropyl(imino)methyl)piperazin-1-yl)methyl)-3-ethyl-1,5-naphthyridin-2(1H)-one